COC[C@H]1COC2=C(CN1C)C=CC(=C2)C(=O)OC methyl (S)-3-(methoxymethyl)-4-methyl-2,3,4,5-tetrahydrobenzo[f][1,4]oxazepine-8-carboxylate